dibenzoselenophenyl-(dibenzoselenophene) C1(=CC=CC=2[Se]C3=C(C21)C=CC=C3)C3=CC=CC=2[Se]C1=C(C23)C=CC=C1